C(C=C)(=O)N1C[C@@H](N(CC1)C1=NC(N2C3=C(C(=C(C=C13)Cl)C1=C3C=NNC3=C(C=C1)F)SCC2)=O)C 7-((S)-4-acryloyl-2-methylpiperazin-1-yl)-9-chloro-10-(7-fluoro-1H-indazol-4-yl)-2,3-dihydro-5H-[1,4]thiazino[2,3,4-ij]quinazolin-5-one